Methyl 6-[(diphenylmethylene) amino]-1,2-benzoxazole-3-carboxylate C1(=CC=CC=C1)C(C1=CC=CC=C1)=NC1=CC2=C(C(=NO2)C(=O)OC)C=C1